N,N-dimethyldimethoxymethanamine CN(C(OC)OC)C